(E)-N-(2,6-dioxopiperidin-3-yl)-2-(2-(4-(2-(1-(4-(1-(4-hydroxyphenyl)-2-phenylbut-1-en-1-yl)phenyl)piperidin-4-yl)ethyl)piperazin-1-yl)pyridin-4-yl)acetamide O=C1NC(CCC1NC(CC1=CC(=NC=C1)N1CCN(CC1)CCC1CCN(CC1)C1=CC=C(C=C1)/C(=C(/CC)\C1=CC=CC=C1)/C1=CC=C(C=C1)O)=O)=O